[Na].[Na].C(C1CCCO1)CC=1N=C(C=2N=CN([C@H]3[C@H](O)[C@H](O)[C@@H](COP(=O)(O)O)O3)C2N1)O 2-tetrahydrofurfurylmethyl-5'-inosinic acid disodium